N-(2-cyano-4-nitrophenyl)-N-methyl-methacrylamide C(#N)C1=C(C=CC(=C1)[N+](=O)[O-])N(C(C(=C)C)=O)C